O=C1NC(CCC1N1C(C2=CC=C(C=C2C1)N1CCN(CC1)CCCC(=O)O)=O)=O 4-(4-(2-(2,6-Dioxopiperidin-3-yl)-1-oxoisoindolin-5-yl)piperazin-1-yl)butanoic acid